[Sn].[Ag].[Au].[Pt] platinum-gold-silver-tin